C(CCC)C1=CC=C(C=C1)C1=CC=C(C(=O)OC2=CC=C(C=C2)S(=O)(=O)O)C=C1 4-[4-(4-butylphenyl)benzoyloxy]benzene-1-sulfonic acid